C(C1=CC=CC=C1)NC(=O)C1=C(C=C(C=C1)B(O)O)F 4-(BENZYLCARBAMOYL)-3-FLUOROBENZENEBORONIC ACID